2-methoxyethyl rac-(2R,3S,4S,5R)-3-(3,4-difluoro-2-(2-methoxyethoxy)phenyl)-4,5-dimethyl-5-(trifluoromethyl)tetrahydrofuran-2-carboxylate FC=1C(=C(C=CC1F)[C@H]1[C@@H](O[C@]([C@H]1C)(C(F)(F)F)C)C(=O)OCCOC)OCCOC |r|